5-((3R)-9-(1-(1H-1,2,3-triazol-4-yl)ethyl)-3-methyl-10-oxo-1,2,3,4,7,8,9,10-octahydropyrido[4',3':3,4]pyrazolo[1,5-a]pyrazine-2-carbonyl)-2-chlorobenzonitrile N1N=NC(=C1)C(C)N1C(C=2N(CC1)N=C1C2CN([C@@H](C1)C)C(=O)C=1C=CC(=C(C#N)C1)Cl)=O